NCC1(CN(CCC1F)C(=O)OCCCC)O butyl 3-(aminomethyl)-4-fluoro-3-hydroxypiperidine-1-carboxylate